(R)-N-(3-(1-((6-Amino-[3,3-bipyridin]-5-yl)oxy)ethyl)phenyl)-3-methylbenzamid NC1=C(C=C(C=N1)C=1C=NC=CC1)O[C@H](C)C=1C=C(C=CC1)NC(C1=CC(=CC=C1)C)=O